6-(4-(6-fluoropyridin-2-yl)benzyl)-7-methyl-3-(2-methyltetrahydrofuran-3-yl)imidazo[1,5-a]pyrazin-8(7H)-one FC1=CC=CC(=N1)C1=CC=C(CC=2N(C(C=3N(C2)C(=NC3)C3C(OCC3)C)=O)C)C=C1